1-(3,5-difluorobenzyl)-3-methyl-2-oxo-N-(2,4,6-trifluorobenzyl)-1,2,3,4-tetrahydroquinazoline-7-carboxamide FC=1C=C(CN2C(N(CC3=CC=C(C=C23)C(=O)NCC2=C(C=C(C=C2F)F)F)C)=O)C=C(C1)F